5-chloro-2-fluoro-3-((4-(1-fluoroethyl)-1-((6-formyl-2-methoxypyridin-3-yl)methyl)-6-oxo-1,6-dihydropyrimidin-5-yl)oxy)benzonitrile ClC=1C=C(C(=C(C#N)C1)F)OC1=C(N=CN(C1=O)CC=1C(=NC(=CC1)C=O)OC)C(C)F